N1-(4-(6-(2,6-dichloro-3,5-dimethoxyphenyl)-4,5,6,7-tetrahydro-1H-indazol-3-yl)-3-nitrophenyl)-N1,N2,N2-trimethylethane-1,2-diamine ClC1=C(C(=C(C=C1OC)OC)Cl)C1CCC=2C(=NNC2C1)C1=C(C=C(C=C1)N(CCN(C)C)C)[N+](=O)[O-]